ClC1=C(C[C@H]2NC(=NOC2)C2=CC=3N(C=C2OC2=CC(=CC=C2)Cl)N=CC3)C=CC(=C1)C |r| 5-[(5RS)-5-(2-chloro-4-methylbenzyl)-5,6-dihydro-4H-1,2,4-oxadiazin-3-yl]-6-(3-chlorophenoxy)pyrazolo[1,5-a]pyridine